1-(3-(4-(2-methoxyethoxy)phenyl)-6-(5,5,5-trifluoropentyl)pyrazin-2-yl)piperidine-4-carboxylic acid COCCOC1=CC=C(C=C1)C=1C(=NC(=CN1)CCCCC(F)(F)F)N1CCC(CC1)C(=O)O